2-(4-(2-((4-chloro-2-fluorobenzyl)oxy)pyridin-3-yl)benzyl)-1-(oxazol-5-ylmethyl)-1H-benzo[d]Imidazole-6-carboxylic acid ClC1=CC(=C(COC2=NC=CC=C2C2=CC=C(CC3=NC4=C(N3CC3=CN=CO3)C=C(C=C4)C(=O)O)C=C2)C=C1)F